ClC1=CC(=NC=C1F)C(C)NC(CN1C(NC2=CC=C(C(=C2C1)F)F)=O)=O N-[1-(4-chloro-5-fluoropyridin-2-yl)ethyl]-2-(5,6-difluoro-2-oxo-1,4-dihydroquinazolin-3-yl)acetamide